4-bromo-N1,3,6-trimethylbenzene-1,2-diamine BrC=1C(=C(C(=C(C1)C)NC)N)C